9-phenyl-9'-[4-(10-phenyl-9-anthryl)phenyl]-2,2'-bi-9H-carbazole C1(=CC=CC=C1)N1C2=CC=CC=C2C=2C=CC(=CC12)C1=CC=2N(C3=CC=CC=C3C2C=C1)C1=CC=C(C=C1)C=1C2=CC=CC=C2C(=C2C=CC=CC12)C1=CC=CC=C1